CC1=C(C(NC(=C1)C)=O)CN1C(C=2C(=C3C(=C(C2CC1)C(C)C)OC(O3)(C)C31CCC(CC3)(CC1)N(C)C)C)=O 6-((4,6-dimethyl-2-oxo-1,2-dihydropyridin-3-yl)methyl)-2-(4-(dimethylamino)bicyclo[2.2.2]oct-1-yl)-9-isopropyl-2,4-dimethyl-7,8-dihydro-[1,3]dioxolo[4,5-g]isoquinolin-5(6H)-one